(1r,4r)-N-(5-(2-(2-aminopyridin-3-yl)-5-phenyl-3H-imidazo[4,5-b]pyridin-3-yl)-6-methylpyridin-2-yl)-4-(2H-tetrazol-5-yl)cyclohexane-1-carboxamide NC1=NC=CC=C1C1=NC=2C(=NC(=CC2)C2=CC=CC=C2)N1C=1C=CC(=NC1C)NC(=O)C1CCC(CC1)C=1N=NNN1